stilbene-4,4-dicarboxylic acid C1(=CCC(C=C1)(C(=O)O)C(=O)O)C=CC1=CC=CC=C1